4-(5-Propylaminobenzo[d]oxazol-2-yl)picolinic acid C(CC)NC=1C=CC2=C(N=C(O2)C2=CC(=NC=C2)C(=O)O)C1